4-(7-((R)-3-aminoazepane-1-yl)-3-(2-fluoro-4-((S)-3-methoxypyrrolidine-1-yl)phenyl)-3H-imidazo[4,5-b]pyridine-2-yl)-2-fluorobenzonitrile N[C@H]1CN(CCCC1)C1=C2C(=NC=C1)N(C(=N2)C2=CC(=C(C#N)C=C2)F)C2=C(C=C(C=C2)N2C[C@H](CC2)OC)F